FC=1C=C(C=CC1)C(C(=O)C1=CC=CC=C1)CC(=O)C1=CC=CC=C1 2-(3-fluorophenyl)-1,4-diphenyl-butane-1,4-dione